FC1=CC=C(C=C2C(N(C(S2)=NN=C2C(NC3=CC=C(C=C23)Cl)=O)C2=CC(=CC=C2)OC)=O)C=C1 3-(2-(5-(4-fluorobenzylidene)-3-(3-methoxyphenyl)-4-oxothiazolidine-2-ylidene)hydrazono)-5-chloro-1H-indol-2-one